C(#N)C1=C(C=CC(=C1)C(F)(F)F)N1CCC(CC1)(C(=O)N[C@@H]1CN(C[C@H]1O)C)C=1C=NC(=CC1)C=1N(C=CC1)C 1-[2-cyano-4-(trifluoromethyl)phenyl]-N-[(3r,4r)-4-hydroxy-1-methylpyrrolidin-3-yl]-4-[6-(1-methyl-1H-pyrrol-2-yl)pyridin-3-yl]piperidine-4-carboxamide